N-(6-bromopyridin-2-yl)-2,4,6-trifluorobenzamide BrC1=CC=CC(=N1)NC(C1=C(C=C(C=C1F)F)F)=O